NC(C(=O)OC)C=1N=NC=C2C1N=CC=C2 methyl 2-amino-2-pyrido[2,3-d]pyridazin-8-yl-acetate